C(CCCCCCC)[AlH2] n-octylaluminum hydride